FC=1C(=NC(=NC1)N[C@@H]1CC[C@H](CC1)NC(C)=O)C1=CC(=NC=C1)N1C(CCC1)=O trans-N-(4-((5-fluoro-4-(2-(2-oxopyrrolidin-1-yl)pyridin-4-yl)pyrimidin-2-yl)amino)cyclohexyl)acetamide